4-bromo-1-{[2-(trimethylsilyl)ethoxy]methyl}indazole-7-carbaldehyde BrC1=C2C=NN(C2=C(C=C1)C=O)COCC[Si](C)(C)C